NC1=C(C=O)C=CN=C1 3-AMINOISONICOTINALDEHYDE